C(#N)CC(=O)N1C(CC(=CC1)C1=C2C(=NC(=C1)NC(=O)C1CC1)NC=C2)C(F)(F)F N-(4-(1-(2-cyanoacetyl)-2-(trifluoromethyl)-1,2,3,6-tetrahydropyridin-4-yl)-1H-pyrrolo[2,3-b]pyridin-6-yl)cyclopropylcarboxamide